4-(3-((3-(difluoromethyl)-1-(piperidine-4-yl)-1H-pyrazol-4-yl)carbonyl)pyrazolo[1,5-a]pyrimidine-5-yl)piperazine FC(C1=NN(C=C1C(=O)C=1C=NN2C1N=C(C=C2)N2CCNCC2)C2CCNCC2)F